tert-Butyldiphenyl-silylchloride C(C)(C)(C)[Si](C1=CC=CC=C1)(C1=CC=CC=C1)Cl